4-fluoro-1-(2-fluoroethyl)-N-(6-(1-methyl-1H-imidazol-5-yl)isoquinolin-3-yl)piperidine-4-carboxamide FC1(CCN(CC1)CCF)C(=O)NC=1N=CC2=CC=C(C=C2C1)C1=CN=CN1C